Cl.N1(CCNCCC1)C1=NN(C(C2=CC=CC=C12)=O)C1=C(C=C(C=C1)F)F 4-(1,4-diazacycloheptan-1-yl)-2-(2,4-difluorophenyl)phthalazin-1(2H)-one hydrochloride